3-methoxy-2-(6-(methyl(2,2,6,6-tetramethylpiperidin-4-yl)amino)pyridazin-3-yl)-5-(5,6,7,8-tetrahydroimidazo[1,2-a]pyridin-3-yl)phenol COC=1C(=C(C=C(C1)C1=CN=C2N1CCCC2)O)C=2N=NC(=CC2)N(C2CC(NC(C2)(C)C)(C)C)C